BrC1=CC=C(C=C1)C1=CC=C(C=C1)O 4-(4-bromophenyl)phenol